NSCC1=CC(=C(C(=C1)C(=O)NC)NC(=O)C1=CC(=NN1C1=NC=CC=C1Cl)Br)C N-[4-(aminothiomethyl)-2-methyl-6-[(methylamino)carbonyl]phenyl]-3-bromo-1-(3-chloro-2-pyridyl)-1H-pyrazole-5-carboxamide